2-(3-Formyl-5-(trifluoromethyl)phenyl)acetonitrile C(=O)C=1C=C(C=C(C1)C(F)(F)F)CC#N